FC(C(=O)C1C(C2=CC=CC=C2CC1)=O)(C(F)(F)F)F 2-(pentafluoropropionyl)-3,4-dihydronaphthalen-1(2H)-one